CN1C=2C(CC1)COC2 1-Methyltetrahydro-1H-furo[3,4-b]pyrrole